C(C)(C)(C)C=1C=C(CN2CN(CN(C2)CC2=CC(=C(C(=C2)C(C)(C)C)O)C(C)(C)C)CC2=CC(=C(C(=C2)C(C)(C)C)O)C(C)(C)C)C=C(C1O)C(C)(C)C 1,3,5-tris(3,5-di-tert-butyl-4-hydroxybenzyl)-1,3,5-triazin